6-(5-fluoropyrrolo[2,3-b]pyridin-1-yl)-N-[4-(hydroxymethyl)cyclohexyl]-4-(isopropylamino)pyridine-3-carboxamide FC=1C=C2C(=NC1)N(C=C2)C2=CC(=C(C=N2)C(=O)NC2CCC(CC2)CO)NC(C)C